2,2-dimethyl-4,5-bis[(tosyloxymethyl)methyl]-1,3-dioxolane CC1(OC(C(O1)CCOS(=O)(=O)C1=CC=C(C)C=C1)CCOS(=O)(=O)C1=CC=C(C)C=C1)C